tert-butyl (2-cyanoallyl)(2-methoxy-7-(4,4,5,5-tetramethyl-1,3,2-dioxaborolan-2-yl)naphthalen-1-yl)carbamate C(#N)C(CN(C(OC(C)(C)C)=O)C1=C(C=CC2=CC=C(C=C12)B1OC(C(O1)(C)C)(C)C)OC)=C